(R)-4-(4-(4-(6-(2-(2,4-difluorophenyl)-1,1-difluoro-2-hydroxy-3-(1H-tetrazol-1-yl)propyl)pyridin-3-yl)-2-fluorophenyl)piperazin-1-yl)-3-fluorobenzonitrile FC1=C(C=CC(=C1)F)[C@](C(F)(F)C1=CC=C(C=N1)C1=CC(=C(C=C1)N1CCN(CC1)C1=C(C=C(C#N)C=C1)F)F)(CN1N=NN=C1)O